C(C1=CC=CC=C1)OC1=CC(=NC=2C=CN=C(C12)C(=O)N)C1=C(C=C(C(=C1)Cl)C1(CC2CC2C1)C)C 4-benzyloxy-2-[5-chloro-2-methyl-4-(3-methyl-3-bicyclo[3.1.0]hexanyl)phenyl]-1,6-naphthyridine-5-carboxamide